NC1CC(C1)C(=O)NCCCNC(C1=C(C=C(C=C1)NC=1C=2N(C=CN1)C(=CN2)C=2C(=NN(C2)CC(F)F)C(F)(F)F)CC)=O N-(3-((1s,3s)-3-aminocyclobutane-1-carboxamido)propyl)-4-((3-(1-(2,2-difluoroethyl)-3-(trifluoromethyl)-1H-pyrazol-4-yl)imidazo[1,2-a]pyrazin-8-yl)amino)-2-ethylbenzamide